[4-[1-(oxetan-3-yl)-4-(trifluoromethyl)-1H-imidazol-2-yl]phenyl]methyl methanesulfonate CS(=O)(=O)OCC1=CC=C(C=C1)C=1N(C=C(N1)C(F)(F)F)C1COC1